CC=1C=CC=2N(C1)N=CC2C=O (6-methylpyrazolo[1,5-a]pyridin-3-yl)methanone